(R)-1-(1-acryloylpyrrolidin-3-yl)-3-(4-(4-chlorophenoxy)phenyl)-1H-imidazo[4,5-c]pyridin-2(3H)-one C(C=C)(=O)N1C[C@@H](CC1)N1C(N(C=2C=NC=CC21)C2=CC=C(C=C2)OC2=CC=C(C=C2)Cl)=O